6-hydroxy-[(1S)-methylpropyl]-5,7-dioxo-2,3,5,7,11,11a-hexahydro[1,3]oxazolo[3,2-a]pyrido[1,2-d]pyrazine-8-carboxamide OC=1C(C(=CN2CC3N(C(C21)=O)CC(O3)[C@H](CC)C)C(=O)N)=O